C(CCCCCCCCCCC)S(=O)(=O)OC=1C=C(C=CC1)NC(NC1=CC(=CC=C1)OS(=O)(=O)CCCCCCCCCCCC)=O bis-[3-(dodecylsulfonyloxy)phenyl]urea